C(C)C1=CC=C(C=C1)C=1C=2N(C=3C=CC=CC3N1)C1=CC=CC=C1C2 6-(4-ethylphenyl)indolo[1,2-a]quinoxaline